C(C)(C)(C)N(C(O)=O)C(CC1=C(C=C(C(=C1)OC)CC(F)F)OC)CC.ClC1=NC(=CC(=C1)S(=O)(=O)C1CC1)Cl 2,6-dichloro-4-(cyclopropylsulfonyl)pyridine tert-butyl-(1-(4-(2,2-difluoroethyl)-2,5-dimethoxyphenyl)butan-2-yl)carbamate